3-(3-methyl-2-oxo-5-(7-(piperidin-4-ylmethyl)-2,7-diazaspiro[3.5]nonan-2-yl)-2,3-dihydro-1H-benzo[d]imidazol-1-yl)piperidine-2,6-dione CN1C(N(C2=C1C=C(C=C2)N2CC1(C2)CCN(CC1)CC1CCNCC1)C1C(NC(CC1)=O)=O)=O